N1=C(C=CC=C1)N1C(C(=CC=C1)Cl)=O 1-[2-pyridyl]-3-chloro-2-pyridone